C(C)N1C=NC=C1C(=O)NC=1C=C2CCC(NC2=C(C1)C)=O 3-ethyl-N-(8-methyl-2-oxo-3,4-dihydro-1H-quinolin-6-yl)imidazole-4-carboxamide